3-((tert-butyldimethylsilyl)oxy)-4-ethylpiperidine-1,4-dicarboxylate [Si](C)(C)(C(C)(C)C)OC1CN(CCC1(C(=O)[O-])CC)C(=O)[O-]